N-benzoyloxy-1-(4-phenylsulfanylphenyl)-3-cyclohexylpropane-1-one-2-imine C(C1=CC=CC=C1)(=O)ON=C(C(=O)C1=CC=C(C=C1)SC1=CC=CC=C1)CC1CCCCC1